COC(\C(=C/N1C(=CC(C=C1C)=C=O)C)\C1=CC(=C(C=C1)OC)OCC1CC1)=O (Z)-methyl-2-(3-cyclopropylmethoxy-4-methoxyphenyl)-3-(2,6-dimethyl-4-carbonylpyridin-1(4H)-yl)-acrylate